2-methyl-2-propenoic acid-2,2,6,6-tetramethyl-4-piperidylmethyl ester CC1(NC(CC(C1)COC(C(=C)C)=O)(C)C)C